CC(C)(C)OC(=O)N[C@H]1[C@H](C1)C(=O)O (1S,2R)-2-({[(2-methylpropan-2-yl)oxy]carbonyl}amino)cyclopropane-1-carboxylic acid